N-(4-(4-amino-6-ethynyl-5-(quinolin-3-yl)-7H-pyrrolo[2,3-d]pyrimidin-7-yl)bicyclo[2.2.1]heptane-1-yl)-1-cyclopropyl-1H-pyrazole-5-carboxamide NC=1C2=C(N=CN1)N(C(=C2C=2C=NC1=CC=CC=C1C2)C#C)C21CCC(CC2)(C1)NC(=O)C1=CC=NN1C1CC1